CSC(C=C)=O (methylsulfanyl)prop-2-en-1-one